FC=1C=C(COC=2C=C3N(C(N2)=O)CC2N3CCN(C2)C)C=C(C1OC=1C=NC(=CC1)C)F 7-((3,5-Difluoro-4-((6-methylpyridin-3-yl)oxy)benzyl)oxy)-2-methyl-3,4,11,11a-tetrahydro-1H-pyrazino[1',2':3,4]imidazo[1,2-c]pyrimidin-9(2H)-one